ClC1=NC=C(C(=C1)C1=C(C=NC(=C1)C)C(=O)NC=1SC(=NN1)O[C@@H]1C[C@](CCC1)(C)O)OC 2'-chloro-N-(5-(((1S,3R)-3-hydroxy-3-methylcyclohexyl)oxy)-1,3,4-thiadiazol-2-yl)-5'-methoxy-6-methyl-(4,4'-bipyridine)-3-carboxamide